N[C@@H]1C=2C(=NC=CC2)CC12CCN(CC2)C2=CC=C1C(N(C(NC1=C2)=O)C2=C(C(=CC=C2)Cl)Cl)=O (S)-7-(5-Amino-5,7-dihydrospiro[cyclopenta[b]pyridine-6,4'-piperidine]-1'-yl)-3-(2,3-dichlorophenyl)quinazoline-2,4(1H,3H)-dione